N-(5-(difluoromethoxy)-1H-pyrazol-3-yl)-5-methyl-6-(piperidin-4-yloxy)pyrazin-2-amine FC(OC1=CC(=NN1)NC1=NC(=C(N=C1)C)OC1CCNCC1)F